(R)-5-methyl-5-{4-[4-(5-p-toluoyl-[1,3,4]oxadiazol-2-yl)piperidine-1-carbonyl]phenyl}imidazolidine-2,4-dione C[C@]1(C(NC(N1)=O)=O)C1=CC=C(C=C1)C(=O)N1CCC(CC1)C=1OC(=NN1)C(=O)C1=CC=C(C=C1)C